P(=O)(OC(C(F)(F)F)(F)F)(OCC(F)(F)F)F (pentafluoroethyl) (2,2,2-trifluoroethyl) fluorophosphate